O=C1NC(CC[C@@H]1N1CC2=CC=C(C(=C2C1=O)F)CNC(OC1CC(C1)C1=CC=CC2=C1N(C=N2)C)=O)=O (1s,3s)-3-(1-methyl-1H-benzo[d]imidazol-7-yl)cyclobutyl ((2-(2,6-dioxopiperidin-3-yl)-4-fluoro-3-oxoisoindolin-5-yl)methyl)carbamate